C(=O)(O)CCOC(C=C)=O 2-carboxyethylacrylate